BrCCCCCCCCCCC1=CC=CC=2C3=CC=CC=C3NC12 (10-bromodecyl)-9H-carbazole